ClC1=CC=C(C=C1)C=CC(=O)OC methyl 3-(4-chlorophenyl)propenoate